O=C1CCN(CC1)C=1C2=C(N=CN1)N(CC2)C(=O)OC(C)(C)C tert-butyl 4-(4-oxopiperidin-1-yl)-5,6-dihydro-7H-pyrrolo[2,3-d]pyrimidine-7-carboxylate